N-[4-(1-carbamimidoyl-1,2,3,6-tetrahydro-pyridin-4-yl)-3-methoxy-phenyl]-N'-(4-guanidinomethyl-phenyl)-terephthalamide C(N)(=N)N1CCC(=CC1)C1=C(C=C(C=C1)NC(C1=CC=C(C(=O)NC2=CC=C(C=C2)CNC(=N)N)C=C1)=O)OC